2-(4-cyclopropyl-6-methoxypyrimidin-5-yl)-9-((2-(trifluoromethyl)-5,6-dihydrobenzo[f]imidazo[1,2-d][1,4]oxazepin-9-yl)methyl)-9H-pyrimido[4,5-b]indol-7-carbonitrile C1(CC1)C1=NC=NC(=C1C=1N=CC2=C(N(C3=CC(=CC=C23)C#N)CC2=CC3=C(C=4N(CCO3)C=C(N4)C(F)(F)F)C=C2)N1)OC